(cyanomethyl)-3-(2-ethoxy-1,1-difluoro-2-oxoethyl)azetidine-1-carboxylic acid tert-butyl ester C(C)(C)(C)OC(=O)N1C(C(C1)C(C(=O)OCC)(F)F)CC#N